C(C)(C)(C)OC([C@@H](CC1=CC(=CC=C1)NCC1=CC(=CC(=C1)OC)F)[C@@H]1CN(CC1)C(=O)OC(C)(C)C)=O tert-Butyl (3R)-3-[(1S)-2-tert-butoxy-1-[[3-[(3-fluoro-5-methoxy-phenyl)methylamino]phenyl]methyl]-2-oxo-ethyl]pyrrolidine-1-carboxylate